C1(=CC=CC=C1)[Se]C1CNCC1 3-phenylselanyl-pyrrolidin